The molecule is a pyridinemonocarboxylic acid in which the carboxy group is located at position 2. It is an intermediate in the metabolism of tryptophan. It has a role as a MALDI matrix material and a human metabolite. It is a conjugate acid of a picolinate. C1=CC=NC(=C1)C(=O)O